FC(C=1C=C(C(=O)NC(C)C=2C(=NC=CN2)C(=O)NN(C(=O)OC(C)(C)C)C)C=C(C1)C(F)(F)F)(F)F tert-butyl 2-(3-(1-(3,5-bis(trifluoromethyl)benzamido)ethyl)pyrazine-2-carbonyl)-1-methylhydrazine-1-carboxylate